14-ethyl-1-oxo-5,8,11-trioxa-2-azapentadecan-15-oate C(C)C(CCOCCOCCOCCNC=O)C(=O)[O-]